N1-(8-(cyclopropylethynyl)-1-methyl-2-oxo-2,3,4,5-tetrahydro-1H-benzo[b]azepin-3-yl)-N2-phenethyloxalamide C1(CC1)C#CC=1C=CC2=C(N(C(C(CC2)NC(C(=O)NCCC2=CC=CC=C2)=O)=O)C)C1